FC(C1(CC1)CN1CCC(CC1)C(=O)N)(F)F 1-((1-(trifluoromethyl)cyclopropyl)methyl)piperidine-4-carboxamide